CN(C(OC(C)(C)C)=O)CC=1OC2=C(C1)C=C(C(=C2)C(NC2(CC2)C2=CC=CC1=CC=CC=C21)=O)C tert-butyl methyl((5-methyl-6-((1-(naphthalen-1-yl)cyclopropyl)carbamoyl)benzofuran-2-yl)methyl)carbamate